4-methoxy-2-morpholino-benzaldehyde COC1=CC(=C(C=O)C=C1)N1CCOCC1